9-(4-((1-(3,3-Difluoropropyl)azetidin-3-yl)methyl)phenyl)-8-(4-fluoro-2,3-dimethylphenyl)-6,7-dihydro-5H-benzo[7]annulen FC(CCN1CC(C1)CC1=CC=C(C=C1)C1=C(CCCC2=C1C=CC=C2)C2=C(C(=C(C=C2)F)C)C)F